O1C=CC2=C1C=CC(=C2)CC(C)N 1-(1-benzofuran-5-yl)propan-2-amine